C(C)(C)(C)C1=CC=2C(C=3C=C(C=C(C3OC2C(=C1)B(O)O)B(O)O)C(C)(C)C)(C)C 2,7-di-tert-butyl-9,9-dimethyl-xanthene-4,5-diboronic acid